2-(4,4-difluoroazepan-1-yl)-6-fluoro-N-(3-sulfamoylphenyl)quinoline-3-carboxamide FC1(CCN(CCC1)C1=NC2=CC=C(C=C2C=C1C(=O)NC1=CC(=CC=C1)S(N)(=O)=O)F)F